CC(C(=O)OC(OONC(ON[C@H](COCC1=CC=CC=C1)C(=O)N1CCC2(CC1)CN(C1=CC=CC=C12)S(=O)(=O)C)(C)C)C)CC (4R)-7,7-dimethyl-4-(1-(methylsulfonyl) spiro[indole-3,4'-piperidine]-1'-carbonyl)-6,9-dioxa-1-phenyl-2,10-dioxa-5,8-diazadodecan-11-yl 2-methylbutanoate